N-[5-[[2-(7-azabicyclo[2.2.1]heptan-7-yl)acetyl]amino]-2-methyl-3-pyridyl]-6-(1-tetrahydrofuran-3-ylpyrazol-4-yl)triazolo[1,5-a]pyridine-3-carboxamide C12CCC(CC1)N2CC(=O)NC=2C=C(C(=NC2)C)NC(=O)C=2N=NN1C2C=CC(=C1)C=1C=NN(C1)C1COCC1